N[C@@H](CC1=CC=C(C=C1)O)C(=O)[O-].[Na+] Sodium L-Tyrosinate